N-(2-(2,6-dioxopiperidin-3-yl)-1-oxoisoindolin-5-yl)-1-(oxetan-3-yl)-1H-pyrrolo[2,3-b]pyridine-5-carboxamide O=C1NC(CCC1N1C(C2=CC=C(C=C2C1)NC(=O)C=1C=C2C(=NC1)N(C=C2)C2COC2)=O)=O